CNC(=N)NN methylguanylhydrazine